2-[1-hydroxy-2-(1-piperidinyl)ethyl]-4-(trifluoromethyl)-N-[1-[3-(trifluoromethyl)phenyl]ethyl]-5-thiazolecarboxamide OC(CN1CCCCC1)C=1SC(=C(N1)C(F)(F)F)C(=O)NC(C)C1=CC(=CC=C1)C(F)(F)F